C=C(C)C1=CC=C(C=C1)S(=O)(=O)O 4-(prop-1-en-2-yl)benzenesulfonic acid